2-[2-[4-(2-cyclopentylsulfanyl-3-pyridyl)-2,6-difluoro-anilino]ethyl]cyclopropanecarboxylic acid C1(CCCC1)SC1=NC=CC=C1C1=CC(=C(NCCC2C(C2)C(=O)O)C(=C1)F)F